rac-5-(methoxymethyl)-5-methyl-3-(((trifluoromethyl)sulfonyl)oxy)-4,5-dihydrofuran-2-carboxylic acid ethyl ester C(C)OC(=O)C=1O[C@@](CC1OS(=O)(=O)C(F)(F)F)(C)COC |r|